N1C(C2(C3=CC=CC=C13)CCCCC2)=O spiro[cyclohexane-1,3'-indol]-2'(1'H)-one